1,2,3-trimethoxy-5-methylphenanthridine COC1=C(C(=CC=2N(CC3=CC=CC=C3C12)C)OC)OC